ClC1=C(C(=CC(=N1)C1=CC=C(C=C1)NS(=O)(=O)C1=C(C=CC(=C1)OC)F)C)C#N N-(4-(6-chloro-5-cyano-4-methylpyridin-2-yl)phenyl)-2-fluoro-5-methoxybenzenesulphonamide